ClC(C(=O)O)=CCl.C(CCCCCCCCCCCCCCCCC)(=O)N (stearamide) 2,3-dichloroacrylate